C(C)C1=NC(=CC=C1I)C=1N=NN(C1COC1OCCCC1)C 2-ethyl-3-iodo-6-(1-methyl-5-(((tetrahydro-2H-pyran-2-yl)oxy)methyl)-1H-1,2,3-triazol-4-yl)pyridine